C(C)(C)(C)OC(=O)NCC1=CC=C(C=C1)NC(=O)C1=CC2=C(OCCC3=C2SC=C3)C=C1C=1C(=NC(=CC1)C(NCCOC)=O)C(=O)OC methyl 3-(9-((4-(((tert-butoxycarbonyl)amino)methyl)phenyl)carbamoyl)-4,5-dihydrobenzo[b]thieno[2,3-d]oxepin-8-yl)-6-((2-methoxyethyl)carbamoyl)picolinate